pent-4-en-1-yl-4-((1,1'-biphenyl)-4-yl)-4-oxobutanoate C(CCC=C)OC(CCC(=O)C1=CC=C(C=C1)C1=CC=CC=C1)=O